C1(=CC=C(C=C1)NC1=NN=C2N1C=CC=C2)C N-(p-tolyl)-[1,2,4]triazolo[4,3-a]pyridin-3-amine